FC=1C=C(OCC(=O)NC23CC(C2)(C3)NC(=O)[C@@H]3OC2=C([C@@H](C3)O)C=C(C(=C2)F)F)C=CC1F (2R,4R)-N-{3-[2-(3,4-Difluorophenoxy)acetamido]bicyclo[1.1.1]pentan-1-yl}-6,7-difluoro-4-hydroxy-3,4-dihydro-2H-1-benzopyran-2-carboxamide